C(#N)[C@H]1N([C@H]2C[C@H]2C1)C(CNC(=O)C1=CC=NC2=CC=C(C=C12)C(C)(C)O)=O N-(2-((1S,3S,5S)-3-Cyano-2-azabicyclo[3.1.0]hexan-2-yl)-2-oxoethyl)-6-(2-hydroxypropan-2-yl)quinoline-4-carboxamide